tri-(di-t-butylphenyl) phosphite P(OC1=C(C(=CC=C1)C(C)(C)C)C(C)(C)C)(OC1=C(C(=CC=C1)C(C)(C)C)C(C)(C)C)OC1=C(C(=CC=C1)C(C)(C)C)C(C)(C)C